1-cyclopropyl-5-(5-methoxypyridin-3-yl)-2-(2-methylpyridin-4-yl)-1H-indole C1(CC1)N1C(=CC2=CC(=CC=C12)C=1C=NC=C(C1)OC)C1=CC(=NC=C1)C